N-(1-(3-(difluoro(tetrahydrofuran-2-yl)methyl)phenyl)ethyl)-2-methyl-6-(2-oxa-6-azaspiro[3.3]heptan-6-yl)-8,9-dihydro-7H-cyclopenta[h]quinazolin-4-amine FC(C=1C=C(C=CC1)C(C)NC1=NC(=NC2=C3C(=C(C=C12)N1CC2(COC2)C1)CCC3)C)(C3OCCC3)F